C1(CC1)[C@H](C1=CC=2N(N=C1)C=C(N2)[C@@H](NC(=O)C2=NON=C2C)C2CCC(CC2)(F)F)NC(CCC(F)(F)F)=O N-((S)-(7-((R)-Cyclopropyl(4,4,4-trifluorobutanamido)methyl)imidazo[1,2-b]pyridazin-2-yl)(4,4-difluorocyclohexyl)methyl)-4-methyl-1,2,5-oxadiazole-3-carboxamide